N-(4-((3S,5R)-3-amino-5-methylpiperidin-1-yl)-5-cyclopropylpyridin-3-yl)-2,2',6,6'-Tetrafluoro-[1,1'-biphenyl]-3-carboxamide dihydrochloride Cl.Cl.N[C@@H]1CN(C[C@@H](C1)C)C1=C(C=NC=C1C1CC1)NC(=O)C=1C(=C(C(=CC1)F)C1=C(C=CC=C1F)F)F